5-{3-carbamoylimidazo[1,5-a]pyridin-7-yl}-N-[(2S)-1-hydroxy-4-(trifluoromethoxy)butan-2-yl]-6-(trifluoromethyl)pyridine-3-carboxamide C(N)(=O)C1=NC=C2N1C=CC(=C2)C=2C=C(C=NC2C(F)(F)F)C(=O)N[C@H](CO)CCOC(F)(F)F